C(C)S(=O)(=O)C1=C(C=CC(=C1)C(F)(F)F)N1N=NC=C1C 1-(2-(ethylsulfonyl)-4-(trifluoromethyl)phenyl)-5-methyl-1H-1,2,3-triazole